NCC=1C=NC(=NC1)C1=C(C=C(C#N)C=C1)OC=1C=NN(C1C)C1=NC=CC=C1 4-[5-(aminomethyl)pyrimidin-2-yl]-3-(5-methyl-1-pyridin-2-ylpyrazol-4-yl)oxybenzonitrile